C(C)OC(=O)C1=CC(=NN1CC1=CC=CC=C1)S(=O)(=O)Cl 1-benzyl-3-(chlorosulfonyl)-1H-pyrazole-5-carboxylic acid ethyl ester